FC(OC1=NC=C(C(=O)NC2=CC(=CC=C2)[C@H](C)NC2=CN=C3C(=N2)SC(=C3)C)C=C1)F (S)-6-(difluoromethoxy)-N-(3-(1-((6-methylthieno[2,3-b]pyrazin-3-yl)amino)ethyl)phenyl)nicotinamide